S(=O)(=O)(O)O.C(=O)N[Na] methamidosodium sulfate